(R)-6-chloro-3-((1-(4-chlorobenzoyl)-4-hydroxypiperidin-4-yl)methyl)-7-(4-(6,6-dimethylmorpholin-3-yl)phenyl)-3,7-dihydro-4H-pyrrolo[2,3-d]pyrimidin-4-one ClC1=CC2=C(N=CN(C2=O)CC2(CCN(CC2)C(C2=CC=C(C=C2)Cl)=O)O)N1C1=CC=C(C=C1)[C@H]1NCC(OC1)(C)C